Dicyclohexylcarbodiimid C1(CCCCC1)N=C=NC1CCCCC1